2-(1,3,2-dioxaborolan-2-yl)benzonitrile O1B(OCC1)C1=C(C#N)C=CC=C1